3,6-dichloro-N-[2-(1-methyl-1H-1,2,4-triazol-3-yl)ethyl]pyridazine ClC=1NN(C(=CC1)Cl)CCC1=NN(C=N1)C